3-(4-Methoxyphenyl)-4-phenyl-1,14-dioxadispiro[4.1.57.25]tetradec-3-en-2-one COC1=CC=C(C=C1)C=1C(OC2(C1C1=CC=CC=C1)CC1(CCCCC1)CO2)=O